C1(CCC1)C=1C=CC(=NC1CN(C)C)NC=1C=CC(=C2CNC(C12)=O)C1=CN=C2N1C=CC(=C2)F 7-((5-cyclobutyl-6-((dimethyl-amino)meth-yl)pyridin-2-yl)amino)-4-(7-fluoro-imidazo[1,2-a]pyridin-3-yl)isoindolin-1-one